(R)-2-(azetidin-3-yl)-4-(5-methylthiazol-2-yl)-N-(1-(2-(trifluoromethyl)pyrimidin-5-yl)ethyl)-2H-indazole-6-carboxamide N1CC(C1)N1N=C2C=C(C=C(C2=C1)C=1SC(=CN1)C)C(=O)N[C@H](C)C=1C=NC(=NC1)C(F)(F)F